N-(4-methylphenyl)-2-(2-hydroxybenzyloxy)acetamide CC1=CC=C(C=C1)NC(COCC1=C(C=CC=C1)O)=O